NC1=CC(=C(C=C1)C1(CC=2C3=C(NC2C=C1)N=CN=C3N[C@@H]3CC[C@H](CC3)N3CCOCC3)C3=CC=NC=C3)Cl 6-(4-amino-2-chlorophenyl)-N-(trans-4-morpholinocyclohexyl)-6-(pyridin-4-yl)-9H-pyrimido[4,5-b]indol-4-amine